C(C)(C)(C)N1C[C@H](N(S(C2=C1C=C(C(=C2)O)Cl)(=O)=O)C)C(C)C (R)-5-(tert-butyl)-7-chloro-8-hydroxy-3-isopropyl-2-methyl-2,3,4,5-tetrahydrobenzo[f][1,2,5]thiadiazepine 1,1-dioxide